tert-butyl 3-(1-(4,4,5,5-tetramethyl-1,3,2-dioxaborolan-2-yl)vinyl)piperidine-1-carboxylate CC1(OB(OC1(C)C)C(=C)C1CN(CCC1)C(=O)OC(C)(C)C)C